FC(C/C(=C(\C=1C=C2C(=NN(C2=CC1)C1OCCCC1)F)/C=1C=CC(=NC1)OC1CCN(CC1)C(C#CC)=O)/C1=CC=CC=C1)(F)F (Z)-1-(4-((5-(4,4,4-Trifluoro-1-(3-fluoro-1-(tetrahydro-2H-pyran-2-yl)-1H-indazol-5-yl)-2-phenylbut-1-en-1-yl)pyridin-2-yl)oxy)piperidin-1-yl)but-2-yn-1-one